OC(CCC[K])O dihydroxybutyl-potassium